NC=1N=CC(=C2C1N(N=C2)C)NC(=O)C(=O)N([C@H](C)C2=CC=C(C=C2)C(C(F)(F)F)(F)F)C |r| Racemic-N-(7-amino-1-methyl-pyrazolo[3,4-c]pyridin-4-yl)-N'-methyl-N'-[1-[4-(1,1,2,2,2-pentafluoroethyl)phenyl]ethyl]oxamide